The molecule is a methanesulfonate salt. It has a role as an iron chelator and an antidote. It contains a desferrioxamine B. [H+].CC(=O)N(CCCCCNC(=O)CCC(=O)N(CCCCCNC(=O)CCC(=O)N(CCCCCN)O)O)O.CS(=O)(=O)[O-]